COC(=O)C1=C(C=C2C=CN(C2=C1)C1=CN(C(C=C1)=O)C)N 5-amino-1-(1-methyl-6-oxo-1,6-dihydropyridin-3-yl)indole-6-carboxylic acid methyl ester